C(C)(C)OC(CC1CCC(CC1)N)=O 4-(2-isopropoxy-2-oxoethyl)cyclohexane-1-amine